Cl.C1(CC1)C1(CN(CC1)CCOC1=NC(=NC2=CC=CC=C12)C)O 3-cyclopropyl-1-(2-((2-methylquinazolin-4-yl)oxy)ethyl)pyrrolidin-3-ol hydrochloride